ClC1=NC=C2N(C(N(C2=N1)C1COC1)=O)C 2-chloro-7-methyl-9-(oxetan-3-yl)-7,9-dihydro-8H-purin-8-one